OC1=C(C=C(C=C1C(C)(C)CC)CCOC(C(=C)C)=O)N1N=C2C(=N1)C=CC=C2 2-[2-hydroxy-3-tert-amyl-5-(2-methacryloyloxyethyl)phenyl]Benzotriazole